BrC=1N(C(=C(N1)C(=O)OCC)C(C1=CC=C(C=C1)Cl)Cl)C(C)C ethyl 2-bromo-5-(chloro(4-chlorophenyl)methyl)-1-isopropyl-1H-imidazole-4-carboxylate